4-((3,5-difluoropyridin-2-yl)thio)-6-(5-methyl-1-(1-methylpiperidin-4-yl)-1H-pyrazol-4-yl)pyrazolo[1,5-a]pyridine-3-carbonitrile FC=1C(=NC=C(C1)F)SC=1C=2N(C=C(C1)C=1C=NN(C1C)C1CCN(CC1)C)N=CC2C#N